C1N(CCC2=CC=CC=C12)[C@H]1[C@@H](CN(CC1)C1=NC=NC(=C1)NC1=CC=C(C=C1)N1CCCC1)O trans-4-(3,4-Dihydroisoquinolin-2(1H)-yl)-1-(6-((4-(pyrrolidin-1-yl)phenyl)amino)pyrimidine-4-yl)piperidin-3-ol